C1(CC1)C=1C(=CC(=C(C1)CN1CCNCC1)OCC)C1=CC=C(C=C1)F 1-[[5-cyclopropyl-2-ethoxy-4-(4-fluorophenyl)phenyl]methyl]piperazine